COC([C@H](CC(C)=O)NC(=O)OC(C)(C)C)=O (2S)-2-(tert-Butoxycarbonylamino)-4-oxo-pentanoic acid methyl ester